4-isopropyl-N-(1-isopropylpiperidin-4-yl)-5-(8-methoxy-[1,2,4]triazolo[1,5-a]pyridin-6-yl)-1H-pyrazole-3-carboxamide C(C)(C)C=1C(=NNC1C=1C=C(C=2N(C1)N=CN2)OC)C(=O)NC2CCN(CC2)C(C)C